ClC1=C(C=CC=C1)C#CC(=O)C1=CC=C(C=C1)OC 3-(2-chlorophenyl)-1-(4-methoxyphenyl)prop-2-yn-1-one